ClC=1SC2=C(N1)C=CC1=C2C[C@H](O1)C(=O)O (S)-2-chloro-7,8-dihydrobenzofuro[5,4-d]thiazole-7-carboxylic acid